C(C)OC(=O)C1=NN=C(N1)CC1=C(C=CC=C1F)F 5-(2,6-difluorobenzyl)-4H-1,2,4-triazole-3-carboxylic acid ethyl ester